5-((2-(N-(1-(1-(naphthalen-1-yl)ethyl)piperidin-4-yl)methylsulfonamido)acetamido)methyl)-N-(prop-2-yn-1-yl)-1,3,4-oxadiazole-2-carboxamide C1(=CC=CC2=CC=CC=C12)C(C)N1CCC(CC1)N(S(=O)(=O)C)CC(=O)NCC1=NN=C(O1)C(=O)NCC#C